N1=C2C(OCC1)=NC=1C(=C2)C=CN1 2,3-dihydropyrrolo[3',2':5,6]Pyrido[2,3-b][1,4]Oxazine